BrC=1C=C(CN2C=C(CC2)OC(CCNC=2N=[N+](C3=C([N+]2[O-])C=CC(=C3)OC(F)(F)F)[O-])=O)C=CN1 (R)-3-((3-((1-(2-bromoisonicotinyl)pyrroline-3-yl)oxy)-3-oxopropyl)amino)-7-(trifluoromethoxy)benzo[e][1,2,4]triazine-1,4-dioxide